(S or R)-1-(1-methyl-1H-pyrazol-4-yl)piperidine-3-carbohydrazide CN1N=CC(=C1)N1C[C@H](CCC1)C(=O)NN |o1:8|